(Z)-non-2-en-1-yl 6-oxohexanoate O=CCCCCC(=O)OC\C=C/CCCCCC